C1(CCC1)CNCC1=C2C(=NC(=C1)C(=O)OC)N(C=C2)C methyl 4-(((cyclobutylmethyl) amino) methyl)-1-methyl-1H-pyrrolo[2,3-b]pyridine-6-carboxylate